NC=1C=CC(=C(C#N)C1)OC1=NC=C(C=C1[N+](=O)[O-])C 5-Amino-2-((5-methyl-3-nitropyridin-2-yl)oxy)benzonitrile